ClC=1C=C(C#N)C=CC1C1=CC=NC=2N1N=CN2 3-chloro-4-{[1,2,4]triazolo[1,5-a]pyrimidin-7-yl}benzonitrile